Cl.Cl.NC[C@@H](C1=CC=CC=C1)NC=1NC(/C(/N1)=C/C1=CC2=C(NC=N2)C=C1)=O (4Z)-2-[[(1R)-2-Amino-1-phenyl-ethyl]amino]-4-(1H-benzimidazol-5-ylmethylene)-1H-imidazol-5-one dihydrochloride